1-((4-acetylthiophenyl)ethynyl)-4-((4-pyridyl)ethynyl)benzene C(C)(=O)SC1=CC=C(C=C1)C#CC1=CC=C(C=C1)C#CC1=CC=NC=C1